N-[(3-nitrophenyl)methylene]-4-methylaniline [N+](=O)([O-])C=1C=C(C=CC1)C=NC1=CC=C(C=C1)C